8-(2-(3-fluoropyridin-2-yl)ethyl)-12-isobutyl-4-oxa-8,12-diazadispiro[2.1.5.3]tridecane FC=1C(=NC=CC1)CCN1CCC2(OC3(CC3)CN(C2)CC(C)C)CC1